3-(1-acryloylpiperidin-3-ylamino)-4-(3,5-dimethoxyphenylethynyl)-1H-pyrazolo[3,4-d]pyrimidine C(C=C)(=O)N1CC(CCC1)NC1=NNC2=NC=NC(=C21)C#CC2=CC(=CC(=C2)OC)OC